7-methoxy-N-(2-oxo-1-(2,2,2-trifluoroethyl)-1,2-dihydropyridin-3-yl)-2-(tetrahydro-2H-pyran-4-yl)imidazo[1,2-a]pyridine-6-carboxamide COC1=CC=2N(C=C1C(=O)NC=1C(N(C=CC1)CC(F)(F)F)=O)C=C(N2)C2CCOCC2